N-(3-(3-(dimethylamino)-3-methylpyrrolidin-1-yl)-1-(6-ethyl-2-(2-fluoroprop-2-yl)pyrimidin-4-yl)-1H-pyrazolo[4,3-C]pyridin-6-yl)acetamide CN(C1(CN(CC1)C1=NN(C2=C1C=NC(=C2)NC(C)=O)C2=NC(=NC(=C2)CC)C(C)(C)F)C)C